N12C[C@H](C(CC1)CC2)OC(N[C@@H]2C(CC1=CC(=C(C=C21)F)C2=CC(=C(C=C2)OCC2CC2)Cl)(C)C)=O (S)-quinuclidin-3-yl((R)-5-(3-chloro-4-(cyclopropylmethoxy)phenyl)-6-fluoro-2,2-dimethyl-2,3-dihydro-1H-inden-1-yl)carbamate